O=C1C=CC2=C(N=C(N=C2)N[C@@H](C)C=2C=CC(=NC2)C2(CCOCC2)N2CCN(CC2)C(=O)OC2=CC=CC=C2)N1C(C)C Phenyl 4-(4-{5-[(1S)-1-{[7-oxo-8-(propan-2-yl)-7,8-dihydropyrido[2,3-d]pyrimidin-2-yl]amino}ethyl]pyridin-2-yl}tetrahydro-2H-pyran-4-yl)piperazine-1-carboxylate